C(C)(C)(C)OC(N(C(=O)OC(C)(C)C)C1=NC(=CN=C1)Br)=O (6-bromopyrazin-2-yl)(tert-butoxycarbonyl)carbamic acid tert-butyl ester